2-azido-1,3-dihexyl-4,5-dihydro-1H-imidazol-3-ium hexafluorophosphate F[P-](F)(F)(F)(F)F.N(=[N+]=[N-])C=1N(CC[N+]1CCCCCC)CCCCCC